but-3-en-2-yl-(2-oxoethyl)carbamic acid ethyl ester C(C)OC(N(CC=O)C(C)C=C)=O